5-(N-(2-(4-(cyclopentanecarbonyl)piperazin-1-yl)phenyl)-N-phenylethylsulfamoyl)-3-methylbenzofuran-2-carboxylic acid ethyl ester C(C)OC(=O)C=1OC2=C(C1C)C=C(C=C2)S(N(CCC2=CC=CC=C2)C2=C(C=CC=C2)N2CCN(CC2)C(=O)C2CCCC2)(=O)=O